methyl-bis(trimethylsiloxy)methacryloxymethyl-silane C[Si](COC(C(=C)C)=O)(O[Si](C)(C)C)O[Si](C)(C)C